tert-butyl-2-(5-(p-tolyl)-4H-1,2,4-triazol-3-yl)piperidine-1-carboxylate C(C)(C)(C)OC(=O)N1C(CCCC1)C1=NN=C(N1)C1=CC=C(C=C1)C